C1(=CC=CC=C1)[Ni](C1=CC=CC=C1)(C1=CC=CC=C1)C1=CC=CC=C1 tetraphenyl-nickel